C(C1=CC=CC=C1)C1=CC(=NC(=C1)NC1=NNC(=C1)C)C1=CC=C(C=C1)NC(C#C)=O N-(4-(4-benzyl-6-((5-methyl-1H-pyrazol-3-yl)amino)pyridin-2-yl)phenyl)propynamide